C(C=C)(=O)N1C[C@@H]2COC3=C(C(N2CC1)=O)C(=NC(=C3Cl)C3=C(C=CC=C3O)F)N3[C@@](CCC3)(C)CO (6aR)-8-acryloyl-1-((R)-2-(hydroxymethyl)-2-methylpyrrolidin-1-yl)-4-chloro-3-(2-fluoro-6-hydroxyphenyl)-6,6a,7,8,9,10-hexahydro-12H-pyrazino[2,1-c]pyrido[3,4-f][1,4]oxazepin-12-one